1,1-dioxo-2-(3'-bromo-[1,1'-biphenyl]-4-yl)benzothiazole O=S1(C(=NC2=C1C=CC=C2)C2=CC=C(C=C2)C2=CC(=CC=C2)Br)=O